ClC1=C(C(=CC(=C1)N)Cl)C1=CC=C(C=C1)S(=O)(=O)CC 2,6-dichloro-4'-(ethylsulfonyl)-[1,1'-biphenyl]-4-amine